((2,2,3,3,9,9,10,10-octamethyl-4,8-dioxa-3,9-disilan-undec-6-yl)oxy)pyridazine CC(C)([Si](OCC(CO[Si](C(C)(C)C)(C)C)OC=1N=NC=CC1)(C)C)C